3-((2-(2,6-dioxopiperidin-3-yl)-1,3-dioxoisoindolin-4-yl)thio)propionamide O=C1NC(CCC1N1C(C2=CC=CC(=C2C1=O)SCCC(=O)N)=O)=O